ClC=1C(=C(C=CC1)CC(=O)N)C(C1=C(C=CC=C1F)F)=O [3-chloro-2-(2,6-difluorobenzoyl)phenyl]acetamide